P(=O)(OCC(CCCC)CC)(OC1=CC=C(C=C1)CCCCCCCCC)[O-].[Ni+2].C(C)C(COP(=O)(OC1=CC=C(C=C1)CCCCCCCCC)[O-])CCCC nickel (2-ethylhexyl) (p-nonylphenyl) phosphate